N-(4-(4-amino-7-(1-isobutyrylpiperidin-4-yl)pyrrolo[2,1-f][1,2,4]triazin-5-yl)-3-fluorophenyl)-2-oxo-1-phenyl-2,4,6,7-tetrahydro-1H-pyrazolo[5,1-c][1,4]oxazine-3-carboxamide NC1=NC=NN2C1=C(C=C2C2CCN(CC2)C(C(C)C)=O)C2=C(C=C(C=C2)NC(=O)C=2C(N(N1C2COCC1)C1=CC=CC=C1)=O)F